[Cl-].FC1(CC(C1)C=1C=CC(=NC1)[C@@H]([NH3+])C1=CC=CC=C1)F (S)-(5-(3,3-difluorocyclobutyl)pyridin-2-yl)(phenyl)methanaminium chloride